C1(CC1)C1=CN=C(S1)NC(C(C)C=1C=C(C=C(C1)F)C=1C=CC(=NC1)C(C(=O)N)=C)=O (5-(3-(1-((5-cyclopropylthiazol-2-yl)amino)-1-oxopropan-2-yl)-5-fluorophenyl)pyridin-2-yl)acrylamide